C1(CC1)C1=C(C(=CC(=C1)OC(F)F)C(C)C)NC(=O)N=S(=O)(N)C1=CN=C(S1)C(C)(C)O N'-(2-cyclopropyl-4-(difluoromethoxy)-6-isopropylphenylcarbamoyl)-2-(2-hydroxypropan-2-yl)thiazole-5-sulfonimidamide